methyl (7S)-7-({[2-chloro-4-(3-methyl-1H-1,2,4-triazol-1-yl)phenyl]carbonyl} amino)-2-methyl-7-phenyl-6,7,8,9-tetrahydropyrido[1,2-a]indole-10-carboxylate ClC1=C(C=CC(=C1)N1N=C(N=C1)C)C(=O)N[C@@]1(CCC=2N(C3=CC=C(C=C3C2C(=O)OC)C)C1)C1=CC=CC=C1